C1[C@@H](C(=O)OC[C@@H](C(=O)OC[C@@H](C(=O)O1)NC(=O)C2=C(C(=CC=C2)O)O)NC(=O)C3=C(C(=CC=C3)O)[O-])NC(=O)C4=C(C(=CC=C4)O)O The molecule is a phenolate anion that is the conjugate base of enterobactin, obtained by deprotonation of one of the phenolic hydroxy groups. It is the major microspecies at pH 7.3 (according to Marvin v 6.2.0.). It has a role as a siderophore and a bacterial metabolite. It is a conjugate base of an enterobactin.